C(C)(C)(C)OC(CCN(CCCC(=O)O)C(=O)OCOP(=O)(OC(C)(C)C)OC(C)(C)C)=O 4-((3-(tert-butoxy)-3-oxopropyl)((((di-tert-butoxyphosphoryl)oxy)methoxy)carbonyl)amino)butanoic acid